NC(C(=O)O)CC1=CC=C(C=C1)OS(=O)(=O)F 2-amino-3-(4-((fluorosulfonyl)oxy)phenyl)propanoic acid